1-(4-(8-amino-3-isopropyl-5-(4-(methylamino)cyclohex-1-en-1-yl)imidazo[1,5-a]pyrazin-1-yl)-3-fluorophenyl)-3-(3-fluorophenyl)urea NC=1C=2N(C(=CN1)C1=CCC(CC1)NC)C(=NC2C2=C(C=C(C=C2)NC(=O)NC2=CC(=CC=C2)F)F)C(C)C